4-chloro-7-[4-(hydroxyimino)piperidin-1-yl]-1H-indole-3-carbonitrile ClC1=C2C(=CNC2=C(C=C1)N1CCC(CC1)=NO)C#N